CC1=CC2=C(C3=CC=CC=C3C(=C2C=C1)OCCC)OCCC 2-methyl-9,10-dipropyloxyanthracene